ClC=1C=C(C(=C2C=CN(C12)C(=O)OC(C)(C)C)CO)OC tert-Butyl 7-chloro-4-(hydroxymethyl)-5-methoxyindole-1-carboxylate